8-(6-(cyclopentylcarbamoyl)-7-methoxybenzo[d]thiazol-2-yl)-3,8-diazabicyclo[3.2.1]octane-3-carboxylic acid tert-butyl ester C(C)(C)(C)OC(=O)N1CC2CCC(C1)N2C=2SC1=C(N2)C=CC(=C1OC)C(NC1CCCC1)=O